1H-indenedimethylamine C1(C(=CC2=CC=CC=C12)CN)CN